NC1=NC=NC=2N(C3=CC(=C(C=C3C21)Br)C)CC(=O)N2[C@@H]1C[C@@H]1C[C@H]2C(=O)NC2=NC(=CC=C2)Br (1R,3S,5R)-2-(2-(4-amino-6-bromo-7-methyl-9H-pyrimido[4,5-b]indol-9-yl)acetyl)-N-(6-bromopyridin-2-yl)-2-azabicyclo[3.1.0]hexane-3-carboxamide